(6-bromo-7-((2S,5R)-2,5-dimethyl-4-((S)-1-(3-methylquinoxalin-6-yl)ethyl)piperazin-1-yl)-4-methyl-5-oxo-4,5-dihydro-2H-pyrazolo[4,3-b]pyridin-2-yl)acetonitrile BrC1=C(C=2C(N(C1=O)C)=CN(N2)CC#N)N2[C@H](CN([C@@H](C2)C)[C@@H](C)C=2C=C1N=C(C=NC1=CC2)C)C